4-((4-(1-Isopropyl-1H-pyrazol-4-yl)pyridin-2-yl)((4-(4-methoxy-3-methylphenyl)bicyclo[2.2.2]octan-1-yl)methyl)carbamoyl)cyclohexyl trans-3-propylazetidine-1-carboxylate C(CC)C1CN(C1)C(=O)OC1CCC(CC1)C(N(CC12CCC(CC1)(CC2)C2=CC(=C(C=C2)OC)C)C2=NC=CC(=C2)C=2C=NN(C2)C(C)C)=O